Rac-ethyl (1S,3aS,6aS)-4,4-difluorooctahydrocyclopenta[c]pyrrole-1-carboxylate hydrochloride Cl.FC1(CC[C@@H]2[C@H](NC[C@H]21)C(=O)OCC)F |r|